BrC1=CC(=C(C=C1)NC(=O)C1=C(C=NN1C)CO)C N-(4-bromo-2-methylphenyl)-4-(hydroxymethyl)-1-methyl-1H-pyrazole-5-carboxamide